acetamide potassium salt [K+].C(C)(=O)[NH-]